NCC1CC(NCC1)=O 4-aminomethylpiperidineOne